ClC=1C=CC(=NC1)NC(=O)N[C@@H]1C(NC[C@H]1C1=C(C=C(C=C1F)OC)F)=O |o1:11,15| (-)-1-(5-chloropyridin-2-yl)-3-[(3S*,4R*)-4-(2,6-difluoro-4-methoxyphenyl)-2-oxopyrrolidin-3-yl]urea